3-benzyl-oxyphenol C(C1=CC=CC=C1)OC=1C=C(C=CC1)O